erythritol monopelargonate C(CCCCCCCC)(=O)O.C([C@H](O)[C@H](O)CO)O